tert-butyl N-(5-bromo-2-fluoro-4-iodo-3-methylphenyl)carbamate BrC=1C(=C(C(=C(C1)NC(OC(C)(C)C)=O)F)C)I